[1-(methoxymethyl)cyclopentyl]methyl N-{[2-(2,6-dioxopiperidin-3-yl)-3-oxo-2,3-dihydro-1H-isoindol-5-yl]methyl}carbamate O=C1NC(CCC1N1CC2=CC=C(C=C2C1=O)CNC(OCC1(CCCC1)COC)=O)=O